2-((2R)-4-(((1R,3s,5R)-adamantan-2-yl)methyl)-2-(2-isopropylphenyl)piperazin-1-yl)-7-azaspiro[3.5]nonane C12C(C3CC(CC(C1)C3)C2)CN2C[C@H](N(CC2)C2CC3(C2)CCNCC3)C3=C(C=CC=C3)C(C)C